1-(1H-benzimidazol-5-yl)-5-(1,1'-biphenyl-4-yl)imidazolidine-2,4-dione N1C=NC2=C1C=CC(=C2)N2C(NC(C2C2=CC=C(C=C2)C2=CC=CC=C2)=O)=O